OC1=C(C=C(C(=O)OC)C=C1C)C methyl 4-hydroxy-3,5-dimethyl-benzoate